ethylfuranmethanol C(C)C1=C(OC=C1)CO